N1=CC(=CC=C1)O[C@@H]1CN(CC1)C(=O)OC(C)(C)C tert-butyl (S)-3-(pyridin-3-yloxy)pyrrolidine-1-carboxylate